CC1=CC2=C(C(N(N=C2C)CC(=O)NC2=NC=CC=N2)=O)S1 {2,4-Dimethyl-7-oxo-6H,7H-thieno[2,3-d]pyridazin-6-yl}-N-(pyrimidin-2-yl)acetamide